tert-butyl 4-(4-((R)-5-(tert-butoxy)-2-cyano-5-oxopentan-2-yl)phenyl)-3-hydroxypiperidine-1-carboxylate C(C)(C)(C)OC(CC[C@@](C)(C#N)C1=CC=C(C=C1)C1C(CN(CC1)C(=O)OC(C)(C)C)O)=O